BrC1=C2CC[C@H](C2=CC=C1)O (R)-4-bromo-2,3-dihydro-1H-indene-1-ol